5-Chloro-6-(1-(1-ethoxyethyl)-1H-pyrazol-4-yl)-2-iodo-[1,2,4]triazolo[1,5-a]pyrazine ClC1=C(N=CC=2N1N=C(N2)I)C=2C=NN(C2)C(C)OCC